ClCC(=O)N(C)OC 2-Chloro-N-methoxy-N-methylacetamide